(S)-4-(7-(3,4-dimethoxy-phenyl)pyrazolo[1,5-a]pyrimidine-2-carbonyl)-2-methyl-N-phenylpiperazine-1-carboxamide COC=1C=C(C=CC1OC)C1=CC=NC=2N1N=C(C2)C(=O)N2C[C@@H](N(CC2)C(=O)NC2=CC=CC=C2)C